3-(chloromethyl)-2-methylpyridin-4-amine ClCC=1C(=NC=CC1N)C